N1=C(C=CC=C1)C1CC(CCC1)=O 3-(2-pyridyl)cyclohexanone